BrC1=CC(=C(C(=O)OC)C=C1F)O[C@H](C(F)(F)F)C (S)-methyl 4-bromo-5-fluoro-2-((1,1,1-trifluoropropan-2-yl)oxy)benzoate